1-(3-aminopropyl)-2-(ethoxymethyl)imidazo[4,5-c]quinolin-4-amine NCCCN1C(=NC=2C(=NC=3C=CC=CC3C21)N)COCC